FC(C1=NN=C(O1)C1=CC=C2CN(C(C2=C1)=O)[C@@H]([C@H](C=1C=NC=CC1)O)C1=CC=C(C=C1)F)F |o1:17,18| 6-[5-(difluoromethyl)-1,3,4-oxadiazol-2-yl]-2-[(1R*,2S*)-1-(4-fluorophenyl)-2-hydroxy-2-(pyridin-3-yl)ethyl]-2,3-dihydro-1H-isoindol-1-one